7-(3-methoxypropyl)-4-methyl-2-[3-(trifluoromethoxy)phenoxy]-1H,4H,5H,6H,7H,8H-imidazo[4,5-e][1,4]diazepine-5,8-dione COCCCN1CC(N(C2=C(C1=O)NC(=N2)OC2=CC(=CC=C2)OC(F)(F)F)C)=O